ClC=1C=C(C=CC1F)NC(C(C1=CC=C(C=C1)C=1N=NN(N1)C)C1CC(CC1)(F)F)=O N-(3-Chloro-4-fluorophenyl)-2-(3,3-difluorocyclopentyl)-2-(4-(2-methyl-2H-tetrazol-5-yl)phenyl)acetamide